B(O)(O)O.F[Li] fluorolithium borate